dl-1-hexanoyl-CoA C(CCCCC)(=O)SCCNC(CCNC([C@@H](C(COP(OP(OC[C@@H]1[C@H]([C@H]([C@@H](O1)N1C=NC=2C(N)=NC=NC12)O)OP(=O)(O)O)(=O)O)(=O)O)(C)C)O)=O)=O